C1(CCCCC1)[C@@H](C(=O)N1C(CCC1)C(=O)N[C@@H]1CCCC2=CC=CC=C12)NC([C@H](C)NC)=O 1-((S)-2-cyclohexyl-2-((S)-2-(methylamino)propionylamino)acetyl)-N-((R)-1,2,3,4-tetrahydronaphthalen-1-yl)pyrrolidine-2-carboxamide